(methoxymethyl)Dimethoxysilane (S)-6-(Bromomethyl)-4-(2-chloro-3-fluorophenyl)-2-(thiazol-2-yl)-1,4-dihydropyrimidine-5-carboxylate BrCC1=C([C@H](N=C(N1)C=1SC=CN1)C1=C(C(=CC=C1)F)Cl)C(=O)O.COC[SiH](OC)OC